7-((4-(3-azabicyclo[3.1.0]hexan-3-yl)-2-methylphenyl)amino)-2H-benzo[b][1,4]oxazin-3(4H)-one C12CN(CC2C1)C1=CC(=C(C=C1)NC=1C=CC2=C(OCC(N2)=O)C1)C